5-Amino-3-(4-(2-((3-neopentylisoxazol-5-yl)amino)-2-oxoethyl)phenyl)-1-(tetrahydro-2H-pyran-4-yl)-1H-pyrazole-4-carboxamide NC1=C(C(=NN1C1CCOCC1)C1=CC=C(C=C1)CC(=O)NC1=CC(=NO1)CC(C)(C)C)C(=O)N